C(C)C1=NC=CN=C1C 2-ethyl-3-methylpyrazine